3-((2-(but-2-yn-1-yl)-4-methyl-1,1-dioxido-3-oxo-2,3-dihydrobenzo[d]isothiazol-5-yl)oxy)-5-fluorobenzonitrile C(C#CC)N1S(C2=C(C1=O)C(=C(C=C2)OC=2C=C(C#N)C=C(C2)F)C)(=O)=O